C(C=C)N1C(C2=CC=C(C=C2C1(C)C)NC1=NC=C(C(=C1)N[C@H](CO)C1=CC=CC=C1)C1=NC(=NO1)C(C)(C)O)=O (S)-2-allyl-5-((4-((2-hydroxy-1-phenylethyl)amino)-5-(3-(2-hydroxypropan-2-yl)-1,2,4-oxadiazol-5-yl)pyridin-2-yl)amino)-3,3-dimethylisoindolin-1-one